4-(3,4-difluorophenyl)-4-oxo-butyronitrile FC=1C=C(C=CC1F)C(CCC#N)=O